8-methoxy-5-methyl-3-((6-methylpyridin-2-yl)methyl)-3,5-dihydro-4H-pyridazino[4,5-b]indol-4-one COC1=CC=2C3=C(N(C2C=C1)C)C(N(N=C3)CC3=NC(=CC=C3)C)=O